(3R,6R)-4-(7-((phenoxy)carbonyl)-2-chloro-3-nitro-5,6,7,8-tetrahydro-1,7-naphthyridin-4-yl)-6-methylpiperazine-1,3-dicarboxylic acid 1-(tert-butyl) ester 3-methyl ester COC(=O)[C@H]1CN([C@@H](CN1C1=C(C(=NC=2CN(CCC12)C(=O)OC1=CC=CC=C1)Cl)[N+](=O)[O-])C)C(=O)OC(C)(C)C